(2S,4R,6S)-2-methyl-N-((S,E)-4-(methylsulfonyl)but-3-en-2-yl)-6-phenyl-4-(trifluoromethyl)piperidine-1-carboxamide C[C@@H]1N([C@@H](C[C@@H](C1)C(F)(F)F)C1=CC=CC=C1)C(=O)N[C@@H](C)\C=C\S(=O)(=O)C